cadmium potassium ferrocyanide [Fe-4](C#N)(C#N)(C#N)(C#N)(C#N)C#N.[K+].[Cd+2]